C(C)(=O)OC1=C(N)C=CC(=C1)C 2-acetoxy-4-methyl-aniline